CC1=CC=C(C(=O)[C@](C(=O)O)(O)[C@H](O)C(=O)O)C=C1.CN(CCC[C@@](O)(C1=CC=C(C=C1)F)C1=C(C=C(C#N)C=C1)CO)C R-4-[4-dimethylamino-1-(4-fluorophenyl)-1-hydroxybutyl]-3-hydroxymethylbenzonitrile (+)-p-methylbenzoyl-(D)-tartrate